(1s,3s)-3-(methoxycarbonyl)cyclobutane-1-carboxylic acid COC(=O)C1CC(C1)C(=O)O